[Ta].[Nb].[Zn] Zinc niobium tantalum